C(C)(C)(C)OC(=O)N1C[C@H](CC1)[C@@H](C(=O)OC(C)(C)C)CC1=CC(=CC(=C1)OC)C=O (R)-3-((S)-1-(tert-butoxy)-3-(3-formyl-5-methoxyphenyl)-1-oxopropane-2-yl)pyrrolidine-1-carboxylic acid tert-butyl ester